tert-butyl (R)-2-(4-ethoxy-4-oxobut-2-en-1-yl)piperidine-1-carboxylate C(C)OC(C=CC[C@@H]1N(CCCC1)C(=O)OC(C)(C)C)=O